N-(p-methoxy-phenyl)glycine COC1=CC=C(C=C1)NCC(=O)O